5-chloro-3-iodo-7-methyl-1H-indazole ClC=1C=C2C(=NNC2=C(C1)C)I